ClC1=CC(=NC=C1)C=C 4-chloro-2-vinyl-pyridine